7-(2,8-Dimethylimidazo[1,2-b]pyridazin-6-yl)-3-[(3R,5S)-3,5-dimethylpiperazin-1-yl]-5-fluorocinnoline dihydrochloride Cl.Cl.CC=1N=C2N(N=C(C=C2C)C2=CC(=C3C=C(N=NC3=C2)N2C[C@H](N[C@H](C2)C)C)F)C1